ClC=1C(=C2C(=NC1OC)C=1CN(CC(C1N2)(C)C)C(CO)=O)Cl 1-(3,4-dichloro-2-methoxy-6,6-dimethyl-5,6,7,9-tetrahydro-8H-pyrrolo[3,2-b:4,5-c']dipyridin-8-yl)-2-hydroxyethan-1-one